butanetriol tricarbamate C(N)(=O)OC(CCC)(OC(N)=O)OC(N)=O